4-amino-N-(4-(5-fluorobenzo[d]oxazol-2-ylamino)-3-methoxyphenyl)butanamide NCCCC(=O)NC1=CC(=C(C=C1)NC=1OC2=C(N1)C=C(C=C2)F)OC